C(C)C1=CC2=CCCC(C2(CC1)C)(C)C 6-ethyl-1,1,8a-trimethyl-1,2,3,7,8,8a-hexahydronaphthalene